4-amino-6-(4-aminophenoxy)pyrimidine-5-carbonitrile NC1=NC=NC(=C1C#N)OC1=CC=C(C=C1)N